sodium 5,7-dinitro-[2,1,3]-benzoxadiazol-4-olate-3-oxide [N+](=O)([O-])C1=C(C=2C(=NO[N+]2[O-])C(=C1)[N+](=O)[O-])[O-].[Na+]